FC(C1=CC=C(C=C1)S(=O)(=O)N1CC2(CCNCC2)C2=CC=CC=C12)F 1-[4-(difluoromethyl)benzenesulfonyl]-1,2-dihydrospiro[indole-3,4'-piperidine]